tert-Butyl (2-(4-((3-(2,3-difluoro-4-methoxyphenyl)imidazo[1,2-a]pyrazin-8-yl)amino)-2-ethylbenzamido)ethyl)glycinate FC1=C(C=CC(=C1F)OC)C1=CN=C2N1C=CN=C2NC2=CC(=C(C(=O)NCCNCC(=O)OC(C)(C)C)C=C2)CC